NCCCNCCCNCCCNCCCN N1-(3-aminopropyl)-N3-(3-((3-aminopropyl)amino)propyl)-propane-1,3-diamine